C(C)(C)(C)OC(=O)N1N=C(C(=C1)C(=O)OC(C)(C)C)C 3-methylpyrazole-1,4-dicarboxylic acid di-tert-butyl ester